C(#N)C=1C=CC(=C2C=CC=NC12)N1C[C@@]2(C[C@@]2(C1)C(F)(F)F)C(=O)NC1CCN(CC1)CC1CC1 |o1:14,16| (1S,5R) or (1R,5S)-3-(8-cyanoquinolin-5-yl)-N-(1-(cyclopropylmethyl)piperidin-4-yl)-5-(Trifluoromethyl)-3-azabicyclo[3.1.0]hexane-1-carboxamide